ethyl 12-((3-((1r,4r)-4-(4-chlorophenyl)cyclohexyl)-1,4-dioxo-1,4-dihydronaphthalen-2-yl)oxy)dodecanoate ClC1=CC=C(C=C1)C1CCC(CC1)C1=C(C(C2=CC=CC=C2C1=O)=O)OCCCCCCCCCCCC(=O)OCC